3-(2-bromo-6-methoxypyridin-3-yl)-1-(4-fluoro-2-methylphenyl)-6-(trifluoro-methyl)-2,3-dihydroquinazolin-4(1H)-one BrC1=NC(=CC=C1N1CN(C2=CC=C(C=C2C1=O)C(F)(F)F)C1=C(C=C(C=C1)F)C)OC